iso-heptanol C(CCCC(C)C)O